CN(C1=NC=C(C=N1)NC=1C=NC=NC1)C N2,N2-dimethyl-N5-5-pyrimidinyl-2,5-Pyrimidinediamine